4,4-Difluoro-1-methoxycyclohexane-1-carboxylic acid FC1(CCC(CC1)(C(=O)O)OC)F